N-((1S)-1-(5-((5-chloro-4-methyl-2,3-dihydro-1H-inden-2-yl)amino)pyridin-2-yl)-2,2,2-trifluoroethyl)-N-methyltetrahydro-2H-thiopyran-4-carboxamide 1,1-dioxide ClC=1C(=C2CC(CC2=CC1)NC=1C=CC(=NC1)[C@@H](C(F)(F)F)N(C(=O)C1CCS(CC1)(=O)=O)C)C